(4-(4-chlorobenzyl-carbamoyl)-1,2,3-thiadiazol-5-yl)-3-(2-(pyridin-2-yl)ethyl)urea ClC1=CC=C(CNC(=O)C=2N=NSC2NC(=O)NCCC2=NC=CC=C2)C=C1